2-fluoropyrazolo[1,5-a]pyridine FC1=NN2C(C=CC=C2)=C1